CN1N=NC(=C1NC(OCC1=CC(=CC=C1)Cl)=O)C1=NC(=C(C=C1)NS(=O)(=O)C)C 3-chlorobenzyl (1-methyl-4-(6-methyl-5-(methyl-sulfonamido)pyridin-2-yl)-1H-1,2,3-triazol-5-yl)carbamate